ethyl 2-(6-{[3-(2,3-dichloro-6-fluorophenyl)pyrrolidin-3-yl]amino}-3-(trifluoromethyl)indazol-2-yl)acetate hydrochloride Cl.ClC1=C(C(=CC=C1Cl)F)C1(CNCC1)NC=1C=CC2=C(N(N=C2C1)CC(=O)OCC)C(F)(F)F